2-methoxy-2-ethoxy-2-ethoxyethanol COC(CO)(OCC)OCC